BrC1=C(C=C2C(=NC(=NC2=C1F)F)N1CC2CCC(C1)N2C(=O)OC(C)(C)C)I tert-butyl 3-(7-bromo-2,8-difluoro-6-iodoquinazolin-4-yl)-3,8-diazabicyclo[3.2.1]octane-8-carboxylate